Tert-butyl N-[(2S)-4-carbamoyl-1-(2-chloro-3-[3-[1-(2,6-dioxopiperidin-3-yl)-3-methyl-2-oxo-1,3-benzodiazol-5-yl]propyl]phenoxy)butan-2-yl]carbamate C(N)(=O)CC[C@@H](COC1=C(C(=CC=C1)CCCC1=CC2=C(N(C(N2C)=O)C2C(NC(CC2)=O)=O)C=C1)Cl)NC(OC(C)(C)C)=O